1-(trans-2-cyanocyclopentyl)-3-[(2-hydroxy-4-isopropyl-1,2-benzoxaborole-6-yl)amino]pyrazole-4-carboxamide C(#N)[C@H]1[C@@H](CCC1)N1N=C(C(=C1)C(=O)N)NC1=CC2=C(CB(O2)O)C(=C1)C(C)C